tert-butyl N-((3-(4-(3-bromophenyl)-3-cyclopropyl-pyrazol-1-yl)cyclobutyl)methyl)-N-tert-butoxycarbonyl-carbamate BrC=1C=C(C=CC1)C=1C(=NN(C1)C1CC(C1)CN(C(OC(C)(C)C)=O)C(=O)OC(C)(C)C)C1CC1